C[Si](C)(C)C#CC=1C=C(C=CC1)C#CC1=CC=NC=C1 4-((3-((Trimethylsilyl)ethynyl)phenyl)ethynyl)pyridine